PYRIDIN-3-CARBOXYLAT N1=CC(=CC=C1)C(=O)[O-]